Cl.N[C@H](C(=O)N1CCC(CC1)C(C)NC(=O)C1=CC2=C(NC(N2)=O)C=C1)C N-(1-(1-((S)-2-aminopropionyl)piperidin-4-yl)ethyl)-2-oxo-2,3-dihydro-1H-benzo[d]imidazole-5-carboxamide hydrochloride